C1(CCCCC1)C1=CC=C(C=C1)C=1NC=2N(C(C1)=O)N=C(C2C(=O)N2CC(C2)CF)C2=NC=CN=C2OC 5-(4-cyclohexylphenyl)-3-[3-(fluoromethyl)azetidine-1-carbonyl]-2-(3-methoxypyrazin-2-yl)-4H-pyrazolo[1,5-a]pyrimidin-7-one